phenyl (2-(difluoromethyl)-3-fluoropyridin-4-yl)carbamate FC(C1=NC=CC(=C1F)NC(OC1=CC=CC=C1)=O)F